6-Chloro-3-((1-((1S,2S)-1,2-dimethylcyclopropane-1-carbonyl)-4-hydroxypiperidin-4-yl)methyl)-7-(4-((3R,6S)-6-ethylmorpholin-3-yl)phenyl)-3,7-dihydro-4H-pyrrolo[2,3-d]pyrimidin-4-one ClC1=CC2=C(N=CN(C2=O)CC2(CCN(CC2)C(=O)[C@@]2([C@H](C2)C)C)O)N1C1=CC=C(C=C1)[C@H]1NC[C@@H](OC1)CC